[N+](=O)([O-])C=1C=C(OCCCCCCCCO)C=CC1 8-(3-Nitrophenoxy)-1-octanol